BrC=1C(=NC2=CC(=NC=C2C1)Cl)N1N=CC=C1 3-bromo-7-chloro-2-(pyrazol-1-yl)-1,6-naphthyridine